C(C)(C)NC(=N)NC1=C(C=C(C=C1)C1=NNC(CC1C)=O)[N+](=O)[O-] isopropyl-3-(4-(4-methyl-6-oxo-1,4,5,6-tetrahydropyridazine-3-yl)-2-nitrophenyl)guanidine